ClC=1C(=NC=CC1)C(CNC1=NC=C(C=N1)C=1C=C(C(=O)N)C=CC1)(C)C 3-(2-{[2-(3-chloro(2-pyridyl))-2-methylpropyl]amino}pyrimidin-5-yl)benzamide